C1(=CC=CC=C1)C1=CC(=NC(=C1)C1=CC=CC=C1)C1=C2C=CC=CC2=C(C2=CC=CC=C12)C=1C=CC2=C(C3=C(O2)C=CC(=C3)C3=NC(=CC(=C3)C3=CC=CC=C3)C3=CC=CC=C3)C1 (8-(10-(4,6-diphenylpyridin-2-yl)anthracene-9-yl)dibenzofuran-2-yl)-4,6-diphenylpyridine